ClC1=NC=C(C(=C1)N1C(C(=C(C=C1C)OC([2H])C1=NC=C(C=C1F)F)Cl)=O)C 2',3-dichloro-4-((3,5-difluoropyridin-2-yl)methoxy-d)-5',6-dimethyl-2H-[1,4'-bipyridin]-2-one